OC1=C(C=C(C=C1)C=CC(=O)C1=CC=C(C=C1)OCCC(C)C)[N+](=O)[O-] 3-(4-Hydroxy-3-nitrophenyl)-1-[4-(3-methylbutoxy)phenyl]prop-2-en-1-one